N[C@H]1[C@@H]2N(C[C@H]1CC2)C(=O)C2=CC1=C(N(C(=N1)C=1N(C3=C(C=CC=C3C1)C1=NNC=C1)CC1C(C1)C)C)C(=C2)OC ((1R,4R,7R)-7-amino-2-azabicyclo[2.2.1]heptan-2-yl)(7-methoxy-1-methyl-2-(1-((2-methylcyclopropyl)meth-yl)-7-(1H-pyrazol-3-yl)-1H-indol-2-yl)-1H-benzo[d]imidazol-5-yl)methanone